heptylundecyl neopentanoate C(C(C)(C)C)(=O)OC(CCCCCCCCCC)CCCCCCC